OC1CCCC=2C=C(N=CC12)C#N 8-hydroxy-5,6,7,8-tetrahydroisoquinoline-3-carbonitrile